FC=1C=2N(C=C(C1)NC(=O)N1CCC=3C1=NC(=CC3N3CCN(CC3)C(=O)OC(C)(C)C)C)C=C(N2)C tert-butyl 4-(1-((8-fluoro-2-methylimidazo[1,2-a]pyridin-6-yl)carbamoyl)-6-methyl-2,3-dihydro-1H-pyrrolo[2,3-b]pyridin-4-yl)piperazine-1-carboxylate